C(C)(=O)C=1C(NC2=CN=C(C=C2C1C)C)=O 3-acetyl-4,6-dimethyl-1,7-naphthyridin-2(1H)-one